γ-methacryloxypropyl-triisopropenoxysilane C(C(=C)C)(=O)OCCC[Si](OC(=C)C)(OC(=C)C)OC(=C)C